CC(=CC(=O)OC(CCC)O)C butanediol di(methyl)acrylate